(4R,5S,6R)-6-(hydroxymethyl)tetrahydro-2H-pyran-2,4,5-triacetic acid OC[C@H]1[C@H]([C@H](CC(O1)CC(=O)O)CC(=O)O)CC(=O)O